8-chloro-7-((2-methyl-1H-benzo[d]imidazol-6-yl)oxy)-2-(1-((4-(methylthio)cyclohexyl)methyl)-1H-pyrazol-4-yl)quinoxaline ClC=1C(=CC=C2N=CC(=NC12)C=1C=NN(C1)CC1CCC(CC1)SC)OC=1C=CC2=C(NC(=N2)C)C1